C(C=C)(=O)O.C(C=C)(=O)O.C(C=C)(=O)O.C(C=C)(=O)O.C(O)C(CC)(CO)CO.C(O)C(CC)(CO)CO bis(1,1,1-trimethylolpropane) tetraacrylate